N-(3-fluoro-5-methyl-4-((2-morpholinopyrimidin-5-yl)oxy)phenyl)-3-methoxycyclobutane-1-carboxamide FC=1C=C(C=C(C1OC=1C=NC(=NC1)N1CCOCC1)C)NC(=O)C1CC(C1)OC